CN1CC(CCC1=O)N(C([O-])=O)C=1N=CC2=C(C(=C(C=C2C1)C1=C(C2=C(OCCN2)N=C1)C)F)N 1-Methyl-6-oxopiperidin-3-yl(8-amino-7-fluoro-6-(8-methyl-2,3-dihydro-1H-pyrido[2,3-b][1,4]oxazin-7-yl)isoquinolin-3-yl)carbamate